CC1=NC(=CC(=C1)C1=CC=CC=C1)C1=CC=C(C=C1)C 2-methyl-4-phenyl-6-p-tolylpyridine